OC(C(=O)[O-])S(=O)(=O)[O-].[Na+].[Na+] disodium 2-hydroxy-2-sulfonatoacetate